ethylene ethylacetate C(C)OC(C)=O.C=C